N1(CCC1)C1[C@H](CNCC1)F (3S)-4-(azetidin-1-yl)-3-fluoropiperidine